(E)-3-(phenylethynyl)oct-3-en-2-one-1-d C1(=CC=CC=C1)C#C/C(/C(C[2H])=O)=C\CCCC